N-(1,2-dimyristoyloxy-prop-3-yl)-N,N-dimethyl-hydroxyethyl-ammonium bromide [Br-].C(CCCCCCCCCCCCC)(=O)OCC(C[N+](C)(C)CCO)OC(CCCCCCCCCCCCC)=O